CN(CCCCN=CC1=CC=C(C=C1)C1=C2C(=NC(=N1)C1=CC=C(C=C1)C=NCCCCN(C)C)N(N=C2)C2=CC=CC=C2)C 4,6-Bis{4-[(4-dimethylaminobutyl)iminomethyl]phenyl}-1-phenyl-1H-pyrazolo[3,4-d]pyrimidine